1,3-bis(4-methoxybenzyl)-2,6-dioxo-5-(prop-1-yn-1-yl)-1,2,3,6-tetrahydropyrimidine-4-carboxylic acid COC1=CC=C(CN2C(N(C(=C(C2=O)C#CC)C(=O)O)CC2=CC=C(C=C2)OC)=O)C=C1